NCCCNCC[Si](OC)(OC)OC N-(γ-aminopropyl)-β-aminoethyltrimethoxysilane